2,4-dioxotetrahydropyrimidine-1(2H)-yl-4-methoxybenzoic acid O=C1N(CCC(N1)=O)C1=C(C(=O)O)C=CC(=C1)OC